BrC1=C(C=CC=C1)C1C(NCC2=CC=CC=C12)=O 4-(2-bromophenyl)-1,2,3,4-tetrahydroisoquinolin-3-one